ClC1=CC(=C(C2=CC=CC(=C12)Cl)N1C(C=CC1=O)=O)CC 1-(4,5-dichloro-2-ethylnaphthalen-1-yl)-1H-pyrrole-2,5-dione